1-(3-chlorophenyl)-3-(2-fluoro-3-(3-methylquinoxaline-6-carbonyl)phenyl)urea ClC=1C=C(C=CC1)NC(=O)NC1=C(C(=CC=C1)C(=O)C=1C=C2N=C(C=NC2=CC1)C)F